N-heptyl-N-nonyl-toluidine C(CCCCCC)N(C=1C(=CC=CC1)C)CCCCCCCCC